(R)-Dimethyl((2-(2-methyl-1H-pyrrolo[2,3-b]pyridin-4-yl)-6-(3-methylmorpholino)pyrimidin-4-yl)imino)-λ6-sulfanone CS(=O)(=NC1=NC(=NC(=C1)N1[C@@H](COCC1)C)C1=C2C(=NC=C1)NC(=C2)C)C